(1-(4-((5-chloro-4-((2-(N-methylsulfinylamino) phenyl) amino) pyrimidin-2-yl) methyl) piperidin-4-yl) methyl) piperidine-4-carboxylate N1CCC(CC1)C(=O)OCC1(CCNCC1)CC1=NC=C(C(=N1)NC1=C(C=CC=C1)NS(=O)C)Cl